O=CCOCC=O 2-(2-oxoethoxy)acetaldehyde